ClC1=CC=C(C=C1)C1=C(C=CC(=N1)NN1C(C(=C(C1=O)C)C)=O)C(F)(F)F 1-{[6-(4-chlorophenyl)-5-{trifluoromethyl}-(2-pyridyl)]amino}-3,4-dimethylazoline-2,5-dione